C(C)(C)(C)N(C(O)=O)CCOCCN1CCN(CC1)C=1N=NC(=CC1)C(NC1CCC(CC1)OC1=CC(=C(C=C1)C#N)Cl)=O.N1(N=CC2=CC=CC=C12)C=1C=C(N)C=CC1 3-(1H-indazol-1-yl)aniline tert-butyl-(2-(2-(4-(6-(((1r,4r)-4-(3-chloro-4-cyanophenoxy)cyclohexyl)carbamoyl)pyridazin-3-yl)piperazin-1-yl)ethoxy)ethyl)carbamate